bibenzotriazolate N1=NN=C2C1=CC=C(C2=C2C=CC=C1N=NN=C12)C(=O)[O-]